FC=1C(=CC(=NC1)OC)C1=CC(=NN1)C(=O)N1C2(CC2)C[C@H](CC1)C(=O)NCC=1N=NC=CC1C (S)-4-(5-(5-fluoro-2-methoxypyridin-4-yl)-1H-pyrazole-3-carbonyl)-N-((4-methylpyridazin-3-yl)methyl)-4-azaspiro[2.5]octane-7-carboxamide